C(C)C=1N=C(SC1)[C@H](CC1=CC=C(C=C1)NS(O)(=O)=O)NC([C@H](CC(C)C)C(=O)OC)=O 4-{(S)-2-(4-Ethylthiazol-2-yl)-2-[(S)-2-(methoxycarbonyl)-4-methylpentanamido]ethyl}phenylsulfamic acid